Benzyl (R)-3-(hydroxymethyl)-1,4-oxazepane-4-carboxylate OC[C@@H]1COCCCN1C(=O)OCC1=CC=CC=C1